BrC[C@@H](OC1CCOCC1)C1=C(C=CC=C1)OC (S)-4-(2-bromo-1-(2-methoxyphenyl)ethoxy)tetrahydro-2H-pyran